[Sn](=S)=S Tin(IV) sulphide